CN1N=C(C(=C1)CNC)C 1-(1,3-dimethyl-1H-pyrazol-4-yl)-N-methylmethanamine